BrC1=C(COC(=O)[C@H]2C([C@@H]2C=C(C)C#N)(C)C)C(=C(C(=C1F)C)F)F.COC1=CC=CC(=C1C1=CC(=CC=C1OC)N)N 6,6'-dimethoxy-2,3'-diaminobiphenyl 2-bromo-4-methyl-3,5,6-trifluorobenzyl-(1R)-trans-3-(2-cyano-1-propenyl)-2,2-dimethylcyclopropanecarboxylate